6-fluoro-4-(1-hydroxyethyl)-N-methyl-1H-indole-2-carboxamide FC1=CC(=C2C=C(NC2=C1)C(=O)NC)C(C)O